BrC=1C=2CCCC2C(=C2CCCC12)NC(=O)NS(=O)(=O)C=1OC2=C(C1)C(CCC2)O N-((8-bromo-1,2,3,5,6,7-hexahydro-s-indacen-4-yl)carbamoyl)-4-hydroxy-4,5,6,7-tetrahydrobenzofuran-2-sulfonamide